[Be].O=C1NC(CCC1N1C(C2=CC=CC=C2C1=O)=O)=O 2-(2,6-dioxo-3-piperidinyl)isoindoline-1,3-dione beryllium